FC1([C@]2(C([C@@](N(C1)CC2)(COC(C)C)CO)=O)C)F (1R,2S,4R)-5,5-difluoro-2-(hydroxymethyl)-2-(isopropoxymethyl)-4-methylquinuclidin-3-one